3-[4-(1-chloroethyl)-2,6-difluoro-phenyl]-2-(cyclopentyloxy)pyridine ClC(C)C1=CC(=C(C(=C1)F)C=1C(=NC=CC1)OC1CCCC1)F